5-bromo-3-fluoro-6-methoxypyridin-2-amine BrC=1C=C(C(=NC1OC)N)F